ClC1=C2C(=NC=C1OC=1C=NN3C1C=NC=C3)N=C(N2C)NC=2C(N(C=C(C2)C2CC2)CC#N)=O 2-(3-((7-chloro-1-methyl-6-(pyrazolo[1,5-a]pyrazin-3-yloxy)-1H-imidazo[4,5-b]pyridin-2-yl)amino)-5-cyclopropyl-2-oxopyridin-1(2H)-yl)acetonitrile